BrC=1C=C(C=NC1)C(C)(C)O 2-(5-bromopyridin-3-yl)propan-2-ol